2-(2-methyl-5-oxo-pyrrolidin-1-yl)acetic acid methyl ester COC(CN1C(CCC1=O)C)=O